S(=O)(=O)(C1=CC=C(N)C=C1)C1=CC=C(N)C=C1 4,4'-sulfonyldianiline